C[C@@H](CCCCCC)C1=NOC(=N1)CC(C(=O)OC(C)(C)C)=C tert-butyl (S)-2-((3-(octan-2-yl)-1,2,4-oxadiazol-5-yl)methyl)acrylate